ethyl 5-(2-amino-[1,2,4]triazolo[1,5-a]pyridin-7-yl)-6-methylnicotinate NC1=NN2C(C=C(C=C2)C=2C(=NC=C(C(=O)OCC)C2)C)=N1